OCC=1C=C(C(=O)NCC(C(=O)OC)CNC(C2=CC(=NC(=C2)CO)CO)=O)C=C(N1)CO Methyl 3-(2,6-bis(hydroxymethyl)isonicotinamido)-2-((2,6-bis(hydroxymethyl)isonicotinamido)-methyl)propanoate